BrC1=CC=C(C=C1)C(CCCO)O 1-(4-bromophenyl)-1,4-butanediol